4-benzyl-2,2,7-trifluoro-6-(perfluorophenyl)-2H-benzo[b][1,4]oxazin-3(4H)-one C(C1=CC=CC=C1)N1C2=C(OC(C1=O)(F)F)C=C(C(=C2)C2=C(C(=C(C(=C2F)F)F)F)F)F